5-fluoro-2-((tetrahydrofuran-3-yl)oxy)benzonitrile FC=1C=CC(=C(C#N)C1)OC1COCC1